5-Amino-1-(3-bicyclo[3.1.0]hexyl)-3-(4-bromophenyl)pyrazole-4-carbonitrile NC1=C(C(=NN1C1CC2CC2C1)C1=CC=C(C=C1)Br)C#N